N-(4-(6-methoxy-7-(2-(4-methylpiperazin-1-yl)ethoxy)quinazoline-4-yl)phenyl)-2-(4-(trifluoromethyl)phenyl)acetamide COC=1C=C2C(=NC=NC2=CC1OCCN1CCN(CC1)C)C1=CC=C(C=C1)NC(CC1=CC=C(C=C1)C(F)(F)F)=O